N-((6S,7S)-5-((1r,3S)-1-cyano-3-fluorocyclobutane-1-carbonyl)-6-((2-fluoro-[1,1'-biphenyl]-3-yl)methyl)-5-azaspiro[2.4]heptan-7-yl)-1-fluoromethanesulfonamide C(#N)C1(CC(C1)F)C(=O)N1CC2(CC2)[C@@H]([C@@H]1CC=1C(=C(C=CC1)C1=CC=CC=C1)F)NS(=O)(=O)CF